The molecule is a (7Z,10Z,13Z,15E,19Z)-17-hydroperoxydocosapentaenoic acid in which the chiral centre at position 17 has S-configuration. An intermediate of specialised proresolving mediators. It has a role as a human xenobiotic metabolite. It is a long-chain fatty acid, a hydroperoxy fatty acid and a docosanoid. It derives from a (7Z,10Z,13Z,16Z,19Z)-docosapentaenoic acid. It is a conjugate acid of a (7Z,10Z,13Z,15E,17S,19Z)-17-hydroperoxydocosapentaenoate. CC/C=C\\C[C@@H](/C=C/C=C\\C/C=C\\C/C=C\\CCCCCC(=O)O)OO